4-(4,4-difluoropiperidin-1-yl)-1,5-naphthyridin-2-amine FC1(CCN(CC1)C1=CC(=NC2=CC=CN=C12)N)F